(3,5-difluorophenyl)-8-methyl-7-(methylthio)imidazo[1,5-a]Pyridin-1-ol FC=1C=C(C=C(C1)F)C1=NC(=C2N1C=CC(=C2C)SC)O